4-amino-7-fluoro-1-methyl-N-(2-oxopyrrolidin-1-yl)-N-(pyridin-2-ylmethyl)-1H-pyrazolo[4,3-c]quinoline-8-carboxamide NC1=NC=2C=C(C(=CC2C2=C1C=NN2C)C(=O)N(CC2=NC=CC=C2)N2C(CCC2)=O)F